FC1(CN(CC1C)C1=CC(=NC=2N1N=CC2F)C=2C(NC(NC2)=O)=O)F 5-(7-(3,3-difluoro-4-methylpyrrolidin-1-yl)-3-fluoropyrazolo[1,5-a]pyrimidin-5-yl)pyrimidine-2,4(1H,3H)-dione